C(C)[C@@H]1[C@H](C1)C=1C=C(N=NC1C)C=1C(=NC(=NC1)OC)OC 5-[5-[(1S,2S)-2-ethylcyclopropyl]-6-methyl-pyridazin-3-yl]-2,4-dimethoxy-pyrimidine